ClC1=C(N(C2=CC(=CC(=C12)F)C#N)C1CC1)NC(CC(C)(C)C)=O N-(3-chloro-6-cyano-1-cyclopropyl-4-fluoro-1H-indol-2-yl)-3,3-dimethylbutyramide